propyltrimethylammonium methanesulfonate CS(=O)(=O)[O-].C(CC)[N+](C)(C)C